S(N)(OC[C@H]1OC(O[C@@H]1C1=C(C=CC=C1Cl)Cl)C)(=O)=O ((4R,5R)-5-(2,6-dichlorophenyl)-2-methyl-1,3-dioxolan-4-yl)methyl sulfamate